ClC=1C=C2C=NC(=NC2=CC1N1CCN(CC1)C1(COC1)C)NC=1C(=NN(C1)C)C(F)(F)F 6-chloro-7-[4-(3-methyloxetan-3-yl)piperazin-1-yl]-N-[1-methyl-3-(trifluoromethyl)-1H-pyrazol-4-yl]quinazolin-2-amine